N1[C@H](CC1)CC(=O)O 2-[(2R)-azetidin-2-yl]acetic acid